3-(2,6-difluorophenyl)-9-thia-4,7-diazatricyclo[8.5.0.02,8]pentadeca-1(10),2(8),3-trien-6-one FC1=C(C(=CC=C1)F)C=1C=2C=3CCCCCC3SC2NC(CN1)=O